N=1N(N=CC1)C1=CC2=C(C(=NO2)NS(=O)(=O)C2=C(C=CC(=C2)CC)OC)C=C1 N-(6-(2H-1,2,3-Triazol-2-yl)benzo[d]isoxazol-3-yl)-5-ethyl-2-methoxybenzenesulfonamide